tri-tert-butyl (3S,10S,14S)-1-[(1r,4S)-4-(aminomethyl)cyclohexyl]-3-[(1-benzothiophen-3-yl)methyl]-1,4,12-trioxo-2,5,11,13-tetraazahexadecane-10,14,16-tricarboxylate NCC1CCC(CC1)C(N[C@H](C(NCCCC[C@H](NC(N[C@@H](CCC(=O)OC(C)(C)C)C(=O)OC(C)(C)C)=O)C(=O)OC(C)(C)C)=O)CC1=CSC2=C1C=CC=C2)=O